di-(4-chlorobenzyl)azodicarboxylate ClC1=CC=C(COC(=O)N=NC(=O)OCC2=CC=C(C=C2)Cl)C=C1